ClC1=CC(=NC=C1)N1C[C@H]2C([C@H]2C1)C#N (1R,5S)-3-(4-Chloropyridin-2-yl)-3-azabicyclo[3.1.0]hexane-6-carbonitrile